5-(3-(4-amino-3-(4-phenoxyphenyl)-1H-pyrazolo[3,4-d]pyrimidin-1-yl)azetidin-1-yl)-2-(2,6-dioxopiperidin-3-yl)isoindoline-1,3-dione NC1=C2C(=NC=N1)N(N=C2C2=CC=C(C=C2)OC2=CC=CC=C2)C2CN(C2)C=2C=C1C(N(C(C1=CC2)=O)C2C(NC(CC2)=O)=O)=O